[Cl-].[Cl-].CC1(C(=C(C(=C1CCC)C)C)C)[Zr+2]C1=CC=CC=2C3=CC=CC=C3CC12 (1,2,3,4-tetramethyl-5-n-propylcyclopentadienyl)(fluorenyl)zirconium dichloride